7-(2-fluorophenyl)-1-(3,4,5-trimethoxyphenyl)pyrrolo[1,2-a]pyrazine FC1=C(C=CC=C1)C=1C=C2N(C=CN=C2C2=CC(=C(C(=C2)OC)OC)OC)C1